C(N1C=CC=2C1=CN=CC2)([2H])([2H])[2H] 1-(methyl-d3)-1H-pyrrolo[2,3-c]pyridine